5-Cyclopropyl-isoxazole-4-carboxylic acid [7-methoxy-4-(tetrahydro-pyran-4-yl)-1H-benzoimidazol-2-yl]-amide COC1=CC=C(C2=C1NC(=N2)NC(=O)C=2C=NOC2C2CC2)C2CCOCC2